phenylacetaldehyde dimethyl acetal COC(CC1=CC=CC=C1)OC